NCCCC(=O)N1CCNCC1 4-(4-aminobutyryl)piperazin